COC(C1=CC(=CC(=C1)O[Si](C)(C)C(C)(C)C)O[Si](C)(C)C(C)(C)C)=O 3,5-di(tertiary butyl-dimethyl-siloxy)benzoic acid methyl ester